1,2-bis((5-methyl-5-(4-methylpentyl)tetrahydrofuran-2-yl)oxy)ethan methyl-(2S)-5-(but-3-en-1-yl)pyrrolidine-2-carboxylate COC(=O)[C@H]1NC(CC1)CCC=C.CC1(CCC(O1)OCCOC1OC(CC1)(C)CCCC(C)C)CCCC(C)C